C(C)NC(=O)C1=CC(=NC(=C1)C=1N=NN(C1)C1=C(C(=NC(=C1Cl)Cl)C(=O)O)Cl)C=1N=NN(C1)C1=C(C(=NC(=C1Cl)Cl)C(=O)O)Cl 4,4'-((4-(ethylcarbamoyl)pyridine-2,6-diyl)bis(1H-1,2,3-triazole-4,1-diyl))bis(3,5,6-trichloropicolinic Acid)